5-cyclopropyl-3-(3,5-dichloropyridin-4-yl)isoxazole C1(CC1)C1=CC(=NO1)C1=C(C=NC=C1Cl)Cl